[C@H]12CN(C[C@H](CC1)N2)C=2C=CC(=C(C(=O)N[C@H](C)C1=CC(=CC(=C1)C=1C=NN(C1)C)OC)C2)C 5-[(1R,5S)-3,8-diazabicyclo[3.2.1]oct-3-yl]-N-[(1R)-1-[3-methoxy-5-(1-methylpyrazol-4-yl)phenyl]ethyl]-2-methyl-benzamide